S(=O)(=O)(C1=CC=C(C)C=C1)OCCOCCOCCOCCOS(=O)(=O)C1=CC=C(C)C=C1 p-[2-(2-{2-[2-(Tosyloxy)ethoxy]ethoxy}ethoxy)ethoxy-sulfonyl]toluene